C1=C(O[C@H]([C@@H]([C@H]1O)OS(=O)(=O)O)O[C@@H]2[C@H](O[C@@H]([C@@H]([C@H]2O)NS(=O)(=O)O)O[C@H]3[C@@H]([C@H]([C@@H](O[C@H]3C(=O)O)O[C@@H]4[C@H](O[C@@H]([C@@H]([C@H]4O)NS(=O)(=O)O)O[C@H]5[C@@H]([C@H]([C@@H](O[C@H]5C(=O)O)O[C@@H]6[C@H](O[C@@H]([C@@H]([C@H]6O)NS(=O)(=O)O)O[C@H]7[C@@H]([C@H]([C@@H](O[C@H]7C(=O)O)O[C@@H]8[C@H](O[C@@H]([C@@H]([C@H]8O)NS(=O)(=O)O)O[C@H]9[C@@H]([C@H]([C@@H](O[C@H]9C(=O)O)O[C@@H]1[C@H](O[C@@H]([C@@H]([C@H]1O)NS(=O)(=O)O)O[C@H]1[C@@H]([C@H]([C@@H](O[C@H]1C(=O)O)O[C@@H]1[C@H](O[C@@H]([C@@H]([C@H]1O)NS(=O)(=O)O)O[C@H]1[C@@H]([C@H]([C@@H](O[C@H]1C(=O)O)O[C@@H]1[C@H](O[C@@H]([C@@H]([C@H]1O)NS(=O)(=O)O)O[C@H]1[C@@H]([C@H]([C@@H](O[C@H]1C(=O)O)O[C@@H]1[C@H](O[C@@H]([C@@H]([C@H]1O)NS(=O)(=O)O)O[C@H]1[C@@H]([C@H]([C@@H](O[C@H]1C(=O)O)O[C@@H]1[C@H](O[C@@H]([C@@H]([C@H]1O)NS(=O)(=O)O)O[C@H]1[C@@H]([C@H]([C@@H](O[C@H]1C(=O)O)O[C@@H]1[C@H](O[C@@H]([C@@H]([C@H]1O)NS(=O)(=O)O)O)COS(=O)(=O)O)OS(=O)(=O)O)O)COS(=O)(=O)O)OS(=O)(=O)O)O)COS(=O)(=O)O)OS(=O)(=O)O)O)COS(=O)(=O)O)OS(=O)(=O)O)O)COS(=O)(=O)O)OS(=O)(=O)O)O)COS(=O)(=O)O)OS(=O)(=O)O)O)COS(=O)(=O)O)OS(=O)(=O)O)O)COS(=O)(=O)O)OS(=O)(=O)O)O)COS(=O)(=O)O)OS(=O)(=O)O)O)COS(=O)(=O)O)C(=O)O The molecule is a heparin icosasaccharide consisting of 4-deoxy-2-O-sulfo-L-threo-hex-4-enopyranuronosyl, 2-deoxy-6-O-sulfo-2-(sulfoamino)-D-glucopyranosyl, 2-O-sulfo-L-idopyranuronosyl, 2-deoxy-6-O-sulfo-2-(sulfoamino)-D-glucopyranosyl, 2-O-sulfo-L-idopyranuronosyl, 2-deoxy-6-O-sulfo-2-(sulfoamino)-D-glucopyranosyl, 2-O-sulfo-L-idopyranuronosyl, 2-deoxy-6-O-sulfo-2-(sulfoamino)-D-glucopyranosyl, 2-O-sulfo-L-idopyranuronosyl, 2-deoxy-6-O-sulfo-2-(sulfoamino)-D-glucopyranosyl,2-O-sulfo-L-idopyranuronosyl, 2-deoxy-6-O-sulfo-2-(sulfoamino)-D-glucopyranosyl, 2-O-sulfo-L-idopyranuronosyl, 2-deoxy-6-O-sulfo-2-(sulfoamino)-D-glucopyranosyl, 2-O-sulfo-L-idopyranuronosyl, 2-deoxy-6-O-sulfo-2-(sulfoamino)-D-glucopyranosyl, 2-O-sulfo-L-idopyranuronosyl, 2-deoxy-6-O-sulfo-2-(sulfoamino)-D-glucopyranosyl, 2-O-sulfo-L-idopyranuronosyl, and 2-deoxy-6-O-sulfo-2-(sulfoamino)-D-glucopyranose units joined in sequence by alpha-(1->4) linkages. Sequence: DUA2S-(1-4)-a-D-GlcNS6S-(1-4)-a-L-IdoA2S-(1-4)-a-D-GlcNS6S-(1-4)-a-L-IdoA2S-(1-4)-a-D-GlcNS6S-(1-4)-a-L-IdoA2S-(1-4)-a-D-GlcNS6S-(1-4)-a-L-IdoA2S-(1-4)-a-D-GlcNS6S-(1-4)-a-L-IdoA2S-(1-4)-a-D-GlcNS6S-(1-4)-a-L-IdoA2S-(1-4)-a-D-GlcNS6S-(1-4)-a-L-IdoA2S-(1-4)-a-D-GlcNS6S-(1-4)-a-L-IdoA2S-(1-4)-a-D-GlcNS6S-(1-4)-a-L-IdoA2S-(1-4)-a-D-GlcNS6S. It is a heparin icosasaccharide, an amino oligosaccharide and an oligosaccharide sulfate.